NC1=NC=2C(=CC=CC2C=2N1C=C(N2)C(=O)N2CC1=CC(=CC=C1CC2)CC(=O)NC2=NC=CC=C2)F 2-(2-(5-amino-7-fluoroimidazo[1,2-c]quinazoline-2-carbonyl)-1,2,3,4-tetrahydroisoquinolin-7-yl)-N-(pyridin-2-yl)acetamide